O=C1NC(CCC1N1C(N(C2=C1C=CC(=C2)[C@H]2[C@@H](CN(CC2)C(=O)OC(C)(C)C)O)CC)=O)=O tert-butyl (3S,4S)-4-[1-(2,6-dioxo-3-piperidyl)-3-ethyl-2-oxo-benzimidazol-5-yl]-3-hydroxy-piperidine-1-carboxylate